4-((2-(difluoromethoxy)-4-(1-(prop-2-yn-1-yl)-1H-1,2,4-triazol-3-yl)phenyl)amino)-N-(methyl-d3)pyridazine-3-carboxamide FC(OC1=C(C=CC(=C1)C1=NN(C=N1)CC#C)NC1=C(N=NC=C1)C(=O)NC([2H])([2H])[2H])F